C(=O)(O)C=1C(=C(C(=C(C1)[Cu])C(=O)O)C(=O)O)C(=O)O tetra-carboxyl-phenyl-copper